2-(ethylsulfonylamino)propionic acid C(C)S(=O)(=O)NC(C(=O)O)C